N-cyclopropyl-4-((N-(3-(2-methoxypyridin-4-yl)phenyl)cyclohexanecarboxamido)methyl)bicyclo[2.2.2]octane-1-carboxamide C1(CC1)NC(=O)C12CCC(CC1)(CC2)CN(C(=O)C2CCCCC2)C2=CC(=CC=C2)C2=CC(=NC=C2)OC